2-(1-((1S,4S)-4-(6-fluoroquinolin-4-yl)cyclohexyl)ethyl)-3,4,6,7-tetrahydro-5H-imidazo[4,5-b]pyridin-5-one FC=1C=C2C(=CC=NC2=CC1)C1CCC(CC1)C(C)C1=NC2=C(NC(CC2)=O)N1